OC(CCCC(=O)[O-])C δ-hydroxyhexanoate